NC1=NC=C(C(=C1)C1=NNC2=NC(=CN=C21)C2CNCCC2(N)C)C#N 3-(3-(2-amino-5-cyano-pyridin-4-yl)-1H-pyrazolo[3,4-b]pyrazin-6-yl)-4-methylpiperidin-4-amine